COC(C1=CC(=CC=C1)N1N=C(C(=C1)C(C1=CC=C(C=C1)Br)=O)C(C1=CC=C(C=C1)Br)=O)=O 3-(3,4-bis(4-bromobenzoyl)-1H-pyrazol-1-yl)benzoic acid methyl ester